FC1=C(C=NN1C)C(=O)F 5-fluoro-1-methyl-1H-pyrazole-4-carbonyl fluoride